1-octadecanoyl-2-(9Z,12Z,15Z-octadecatrienoyl)-glycero-3-phosphocholine CCCCCCCCCCCCCCCCCC(=O)OC[C@H](COP(=O)([O-])OCC[N+](C)(C)C)OC(=O)CCCCCCC/C=C\C/C=C\C/C=C\CC